7-(2,5-diazabicyclo[2.2.1]heptan-2-yl)-1-chloro-4-methylpyrido[3,4-d]pyridazine C12N(CC(NC1)C2)C2=CC=1C(=C(N=NC1Cl)C)C=N2